ClC1=C(C=CC(=C1)C#N)C1N(CCC(C1)=O)C(=O)OCC1=CC=CC=C1 benzyl 2-(2-chloro-4-cyanophenyl)-4-oxopiperidine-1-carboxylate